N-(1-(3-fluoro-7-hydroxynaphthalen-1-yl)propan-2-yl)acetamide FC=1C=C(C2=CC(=CC=C2C1)O)CC(C)NC(C)=O